1-(1-(1-hydroxy-1-phenylpropan-2-yl)piperidin-4-yl)-1,3-dihydro-2H-benzo[d]imidazol-2-one OC(C(C)N1CCC(CC1)N1C(NC2=C1C=CC=C2)=O)C2=CC=CC=C2